NCCN1N=C(C=C1C(=O)O)Br 2-(2-aminoethyl)-5-bromo-pyrazole-3-carboxylic acid